SC=1OC(C2=C(N1)C=CC=C2F)=O 2-mercapto-5-fluoro-4H-benzo[d][1,3]oxazin-4-one